ClC1=C(C=CC(=C1)OC1=CC=C(C=C1)Cl)C(C)=O 1-(2-chloro-4-(4-chlorophenoxy)phenyl)ethanone